O1C(=CC2=C1C=CC=C2)C2=C1N=CC(=NC1=CC(=C2)C)C(=O)O 5-(benzofuran-2-yl)-7-methylquinoxaline-2-carboxylic acid